O(C#N)C1=C(C=C(C=C1)C1(OC(C2=CC=CC=C12)=O)C1=CC(=C(C=C1)OC#N)C)C 3,3-bis(4-cyanato-3-methylphenyl)isobenzofuran-1(3H)-one